FC(N1N=CC(=C1)C1=C(C=C(C=C1)NC(CC1=C(C=CC=C1)F)=O)S(N)(=O)=O)F N-{4-[1-(difluoromethyl)-1H-pyrazol-4-yl]-3-sulfamoylphenyl}-2-(2-fluorophenyl)acetamide